dl-m-chlorophenyl-5H-1,4-benzodiazepine ClC=1C=C(C=CC1)C1=NC2=C(CN=C1)C=CC=C2